1-[3-[acetyl(methyl)amino]phenyl]-N-[(1R)-1-[3-amino-5-(trifluoromethyl)phenyl]ethyl]-6-oxo-Pyridine-3-carboxamide C(C)(=O)N(C=1C=C(C=CC1)N1C=C(C=CC1=O)C(=O)N[C@H](C)C1=CC(=CC(=C1)C(F)(F)F)N)C